monoisoamyl-2,3-dimercaptosuccinic acid C(CC(C)C)C(C(=O)O)(C(C(=O)O)S)S